ethyl-2-((4-(trifluoromethyl)phenyl)amino)benzo[d]oxazole C(C)C1=CC=CC2=C1N=C(O2)NC2=CC=C(C=C2)C(F)(F)F